C1(=CC=CC=C1)CC(C)NC(OCC1C2=CC=CC=C2C=2C=CC=CC12)=O 9H-Fluoren-9-ylmethyl N-(1-phenylpropan-2-yl)carbamate